ClC=1N=CC(=NC1)N[C@@H]1C[C@@H]2CN([C@H]1C2)C(=O)C2=C(C(=CC=C2)F)C2=NC=CC=N2 ((1S,4S,6R)-6-((5-chloropyrazin-2-yl)amino)-2-azabicyclo[2.2.1]heptan-2-yl)(3-fluoro-2-(pyrimidin-2-yl)phenyl)methanone